C12C(C(C(C=C1)O2)C(=O)O)C(=O)O oxa-5-norbornene-2,3-dicarboxylic acid